ClC1=CC(=C(C=C1)C(C)=O)F 1-(4-chloro-2-fluorophenyl)ethan-1-one